(R)-1-((8-((2-Chloro-3'-(5-(N-ethyl-N-methylglycyl)-5,6-dihydro-4H-pyrrolo[3,4-d]thiazol-2-yl)-2'-methyl-[1,1'-biphenyl]-3-yl)amino)-1,7-naphthyridin-3-yl)methyl)pyrrolidin ClC1=C(C=CC=C1NC=1N=CC=C2C=C(C=NC12)CN1CCCC1)C1=C(C(=CC=C1)C=1SC2=C(N1)CN(C2)C(CN(C)CC)=O)C